3-fluoro-4-((2r,4r)-2-(3-methyl-1,2,4-oxadiazol-5-yl)-6,9-dioxo-5-(4-(trifluoromethyl)benzyl)-5,8-diazaspiro[3.5]nonan-8-yl)benzonitrile FC=1C=C(C#N)C=CC1N1CC(N(C2(CC(C2)C2=NC(=NO2)C)C1=O)CC1=CC=C(C=C1)C(F)(F)F)=O